5-bromo-4-fluoropyridin BrC=1C(=CC=NC1)F